OCCO 1,4-dioxabutane